CS(=O)(=O)C1=CC=C(C=C1)N[C@@H](CC1=CC=CC=C1)C(=O)O 4-methylsulfonylphenyl-phenylalanine